C(CCC)[C@]1(CS(C2=C(N(C1)C1=CC=CC=C1)C=C(C(=C2)O)Cl)(=O)=O)CC |r| racemic-3-butyl-7-chloro-3-ethyl-8-hydroxy-5-phenyl-2,3,4,5-tetrahydro-1,5-benzothiazepine 1,1-dioxide